(R)-4-(6-((4-cyano-2-fluorobenzyl)oxy)-3-(formyl)pyridin-2-yl)-3-(hydroxymethyl)piperazine-1-carboxylic acid tert-butyl ester C(C)(C)(C)OC(=O)N1C[C@@H](N(CC1)C1=NC(=CC=C1C=O)OCC1=C(C=C(C=C1)C#N)F)CO